ClC=1C=C2C(=CC(=NC2=CC1)C(F)(F)F)N[C@@H]1C[C@@H](CCC1)NC1=NN=C2N1CCN(C2)C(=O)C2CC2 (3-(((1R,3S)-3-((6-chloro-2-(trifluoromethyl)quinolin-4-yl)amino)cyclohexyl)amino)-5,6-dihydro[1,2,4]triazolo[4,3-a]pyrazin-7(8H)-yl)(cyclopropyl)methanone